(S)-6-Ethyl-N-((S)-7-oxo-1-(5-(4-(thiazol-2-yl)phenyl)oxazol-2-yl)nonyl)-6-azaspiro[2.5]octan-1-carboxamid C(C)N1CCC2(C[C@@H]2C(=O)N[C@@H](CCCCCC(CC)=O)C=2OC(=CN2)C2=CC=C(C=C2)C=2SC=CN2)CC1